N'-(2,4-Dibromo-3-methoxybenzylidene)-4-methylbenzenesulfonohydrazide BrC1=C(C=NNS(=O)(=O)C2=CC=C(C=C2)C)C=CC(=C1OC)Br